2-(4-bromophenoxy)-3-hydroxypropionic acid methyl ester COC(C(CO)OC1=CC=C(C=C1)Br)=O